COC1=C(C=CC=C1C1=NOC(=N1)C)NC1=NC=NC=C1C(=O)NC 4-((2-methoxy-3-(5-methyl-1,2,4-oxadiazol-3-yl)phenyl)amino)-N-methylpyrimidine-5-carboxamide